tert-Butyl 4-(6-(phenylamino)picolinoyl)piperazine-1-carboxylate C1(=CC=CC=C1)NC1=CC=CC(=N1)C(=O)N1CCN(CC1)C(=O)OC(C)(C)C